C(CC1=CC=CC=C1)N=C(O)C=1C=CC=2C=3C=CC=C4C=CC=C(C5=CC=C(C1C52)C(=O)O)C43 N-phenethyl-3,4-perylenedioic acid imide